ONC(\C=C\C=1C=C2CCN(C2=CC1)S(=O)(=O)C1=CC=CC=C1)=O (E)-N-hydroxy-3-(1-(phenylsulfonyl)indolin-5-yl)acrylamide